8-fluoro-2-(5-methyl-1H-pyrazol-3-yl)isoquinolin-1(2H)-one FC=1C=CC=C2C=CN(C(C12)=O)C1=NNC(=C1)C